(6-bromo-2-fluoro-3-methoxyphenyl)methanamine BrC1=CC=C(C(=C1CN)F)OC